CC1(CCC=CC1)C 5,5-dimethylcyclohex-1-en